C(C)(C)(C)OC(N(C)C=1C=NC(=C(C1)C(F)(F)F)NC(SC)=N)=O tert-butyl(6-((imino(methylthio)methyl)amino)-5-(trifluoromethyl)pyridin-3-yl)(methyl)carbamate